methyl-2-((3-bromo-2-((oxan-2-yloxy)methyl)phenyl)methoxy)oxane CC1(OCCCC1)OCC1=C(C(=CC=C1)Br)COC1OCCCC1